6-((3-chloro-2-((4-chloro-2-fluorobenzyl)oxy)-5,8-dihydro-1,7-naphthyridin-7(6H)-yl)methyl)-5-methylnicotinonitrile ClC=1C(=NC=2CN(CCC2C1)CC1=NC=C(C#N)C=C1C)OCC1=C(C=C(C=C1)Cl)F